C(C)(C)(C)NC=1OC(C(=C(N1)C=1SC=CC1)C)=O 2-(tert-butylamino)-5-methyl-4-(thiophen-2-yl)-6H-1,3-oxazin-6-one